5-[m-({7-[(R)-2-(p-chlorophenyl)-3-methylbutyryl]-9-oxa-3,7-diazabicyclo[3.3.1]non-3-yl}carbonyl)phenyl]nicotinamide ClC1=CC=C(C=C1)[C@H](C(=O)N1CC2CN(CC(C1)O2)C(=O)C=2C=C(C=CC2)C=2C=NC=C(C(=O)N)C2)C(C)C